(2S)-1,2,5-trimethyl-4-[2-methyl-5-(4-methylimidazol-1-yl)phenyl]sulfonyl-2,3-dihydroquinoxaline CN1[C@H](CN(C2=C(C=CC=C12)C)S(=O)(=O)C1=C(C=CC(=C1)N1C=NC(=C1)C)C)C